6-{5-chloro-2-[(oxan-4-yl)amino]pyrimidin-4-yl}-2-{2-oxo-2-[3-(trifluoromethyl)-1,2,3,4-tetrahydroisoquinolin-2-yl]ethyl}-2,3-dihydro-1H-isoindol-1-one ClC=1C(=NC(=NC1)NC1CCOCC1)C1=CC=C2CN(C(C2=C1)=O)CC(N1CC2=CC=CC=C2CC1C(F)(F)F)=O